SCC(SCC(S)S)CSCC 4-mercaptomethyl-3,6-dithia-octanedithiol